FC1=C(CN)C=CC(=C1)C(F)(F)F 2-fluoro-4-(trifluoro-methyl)-benzylamine